ClC1=NC=CC(=N1)NCCCCCCN(C(C1=CC=C(C=C1)S(N(CCC)CCC)(=O)=O)=O)C N-(6-((2-Chloropyrimidin-4-yl)amino)hexyl)-4-(N,N-dipropylsulfamoyl)-N-methylbenzamide